NC=1C2=C(N=CN1)N(C=C2C=2C(=C1CCN(C1=CC2)C(CC2=C(C=CC(=C2)C(F)(F)F)F)=O)Cl)C2CC2 1-(5-(4-amino-7-cyclopropyl-7H-pyrrolo[2,3-d]pyrimidin-5-yl)-4-chloroindolin-1-yl)-2-(2-fluoro-5-(trifluoro-methyl)phenyl)ethan-1-one